Cl.N1=C(C=CC=C1)SSCCN 2-(pyridin-2-yldisulfaneyl)ethan-1-amine hydrochloride